CC(CCN1CC2(C1)CC(C2)CNC(=O)N2[C@@H](CN(C[C@@H]2C)C2=NC=C(C=N2)C(F)(F)F)C)(C)C (2R,6S)-N-{[2-(3,3-dimethylbutyl)-2-azaspiro[3.3]heptan-6-yl]methyl}-2,6-dimethyl-4-[5-(trifluoromethyl)pyrimidin-2-yl]piperazine-1-carboxamide